1-bromo-3-(1-ethoxyethoxy)-3-methylbutane magnesium bromide [Br-].[Mg+2].BrCCC(C)(C)OC(C)OCC.[Br-]